hexahydro-4,7-methano-1H-indene C1CCC2C3CCC(=C12)C3